C(#N)C1=C(SC2=C1CN(C(C2)C)CC2CC(C2)(F)F)NC(CC2=CC=C(C=C2)S(N)(=O)=O)=O N-(3-Cyano-5-((3,3-difluorocyclobutyl)methyl)-6-methyl-4,5,6,7-tetrahydrothieno[3,2-c]pyridin-2-yl)-2-(4-sulfamoylphenyl)acetamid